C1=NC(C=C2N1C=CC=C2)=O 3H-pyrido[1,2-c]pyrimidin-3-one